N-(2-((2R,3S)-1-ethyl-2-methylpiperidin-3-yl)thieno[2,3-b]pyridin-4-yl)-4-fluorobenzo[d]thiazol-5-amine C(C)N1[C@@H]([C@H](CCC1)C1=CC=2C(=NC=CC2NC=2C=CC3=C(N=CS3)C2F)S1)C